C(C)C1=NC=C(C=N1)N 2-ethylpyrimidin-5-amine